CC=1C=C(C2=C(C=C(C=CC12)C(C)C)C)C=1OC(=C(C(C1O)=O)CC1=CC=C(C=C1)OC)CO 2-(3,8-dimethyl-6-isopropylazulen-1-yl)(4-methoxyphenyl)methyl-3-hydroxy-6-hydroxymethyl-4H-pyran-4-one